tertiary octyl-amine C(C)(C)(CC(C)(C)C)N